N-(4-iodo-6-morpholino-3-pyridyl)-2,2-dimethyl-propanamide IC1=C(C=NC(=C1)N1CCOCC1)NC(C(C)(C)C)=O